dihydroxyethyl phosphate P(=O)(OCC(O)O)([O-])[O-]